(R)-N-(3,3-difluoro-1-methylpiperidin-4-yl)-5-(1-(2-fluoroethyl)-1H-benzo[d]imidazol-6-yl)-4-methoxypyrrolo[2,1-f][1,2,4]triazin-2-amine FC1(CN(CC[C@H]1NC1=NN2C(C(=N1)OC)=C(C=C2)C=2C=CC1=C(N(C=N1)CCF)C2)C)F